CCCCC/C=C\C/C=C\C/C=C\CCCCC(=O)O[C@H](COC(=O)CCCC/C=C\C/C=C\C/C=C\C/C=C\CC)COP(=O)([O-])OCC[N+](C)(C)C 1-(6Z,9Z,12Z,15Z-octadecatetraenoyl)-2-(6Z,9Z,12Z-octadecatrienoyl)-glycero-3-phosphocholine